O1C(OCCC1)C1=CC=C(C=C1)C=1C(=C(C=CC1)C1=C(C(=CC=C1)COC=1C(=CC(=C(OCC=2C=NC=C(C#N)C2)C1)C=O)Cl)C)C 5-((5-((4''-(1,3-dioxan-2-yl)-2,2'-dimethyl-[1,1':3',1''-terphenyl]-3-yl)methoxy)-4-chloro-2-formylphenoxy)methyl)nicotinonitrile